CSC1=CC=C(C=C1)CC=1C=NNC1C(F)(F)F 4-[(4-methylthiophenyl)methyl]-5-trifluoromethyl-1H-pyrazole